CC1=C(C=CC=C1)NC(=N)NC1=CC=CC=C1 N-(2-Methylphenyl)-N'-phenylguanidine